N-(4-((2',4'-difluoro-[1,1'-biphenyl]-3-yl)amino)-7-(2-morpholinoethoxy)quinazolin-6-yl)acrylamide FC1=C(C=CC(=C1)F)C1=CC(=CC=C1)NC1=NC=NC2=CC(=C(C=C12)NC(C=C)=O)OCCN1CCOCC1